2-(diethylamino)-N-(1-phenylethyl)acetamide C(C)N(CC(=O)NC(C)C1=CC=CC=C1)CC